4-chloropentylacetate ClC(CCCOC(C)=O)C